2-[7-[(5-chloro-2-pyridinyl)methyl]-2-azaspiro[3.5]nonane-2-carbonyl]-7-oxa-2,5-diazaspiro[3.4]octan-6-one ClC=1C=CC(=NC1)CC1CCC2(CN(C2)C(=O)N2CC3(C2)NC(OC3)=O)CC1